C(C)OC(=O)C1=C(C2=C(CCC3=CN(N=C23)CC=2C=NC(=CC2)C)O1)C(F)(F)F 2-[(6-Methylpyridin-3-yl)methyl]-8-(trifluoromethyl)-4,5-dihydro-2H-furo[2,3-g]indazole-7-carboxylic acid ethyl ester